SC(C(=O)O)CC=CC(=O)O 2-mercapto-hexa-4-ene-dioic acid